BrC1=CC(=C(C=C1)N[C@H]1CN(CC1)C)[N+](=O)[O-] (R)-N-(4-bromo-2-nitrophenyl)-1-methylpyrrolidin-3-amine